CC[C@H](C(=O)[O-])C(=O)SCCNC(=O)CCNC(=O)[C@@H](C(C)(C)COP(=O)([O-])OP(=O)([O-])OC[C@@H]1[C@H]([C@H]([C@@H](O1)N2C=NC3=C(N=CN=C32)N)O)OP(=O)([O-])[O-])O The molecule is an acyl-CoA oxoanion arising from deprotonation of the phosphate, diphosphate and carboxy groups of (2R)-ethylmalonyl-CoA; major species at pH 7.3. It is a carboxylic acid anion and an omega-carboxyacyl-CoA(5-). It is a conjugate base of a (R)-ethylmalonyl-CoA.